CN(CC(=O)NCCNC(OC(C)(C)C)=O)C1=CC=CC=C1 tert-Butyl (2-(2-(methyl(phenyl)amino)acetamido)ethyl)carbamate